C[C@@H]1N(CCNC1)C1=CC=C(C=C1)C1C(NC(CC1)=O)=O 3-[4-[(2S)-2-methylpiperazin-1-yl]phenyl]piperidine-2,6-dione